(2R,5S)-5-(4-Chlorobenzyl)-2-((methylsulfonyl)methyl)-4-(4-(5-methylthiazol-2-yl)cyclohexyl)morpholin ClC1=CC=C(C[C@H]2CO[C@H](CN2C2CCC(CC2)C=2SC(=CN2)C)CS(=O)(=O)C)C=C1